CN(S(=O)(=O)N1CCCCC1)C N,N-dimethylPIPERIDINE-1-SULFONAMIDE